NC1=NC=C(C#N)C(=C1)N[C@H]1[C@@H](CCC1)O[Si](C)(C)C(C)(C)C 6-amino-4-(trans-(2-((tert-butyldimethylsilyl)oxy)cyclopentyl)amino)nicotinonitrile